1-(4-(5-(1-methyl-3-(2-methylpyrimidin-5-yl)-1H-pyrrolo[2,3-b]pyridin-5-yl)pyridin-3-yl)phenyl)pyrrolidin-2-one CN1C=C(C=2C1=NC=C(C2)C=2C=C(C=NC2)C2=CC=C(C=C2)N2C(CCC2)=O)C=2C=NC(=NC2)C